benzyl rac-(3S,4R)-4-(cyclopropoxy)-3-(1,3-dioxoisoindolin-2-yl)piperidine-1-carboxylate C1(CC1)O[C@H]1[C@H](CN(CC1)C(=O)OCC1=CC=CC=C1)N1C(C2=CC=CC=C2C1=O)=O |r|